OC(C(CC)(C1=CC=CC=C1)C1=CC=CC=C1)O dihydroxydiphenyl-ethylmethylmethane